3-hydroxy-3-(4-morpholino-6-(3-(m-tolyl)-1H-pyrazol-1-yl)pyrimidin-2-yl)propanenitrile OC(CC#N)C1=NC(=CC(=N1)N1CCOCC1)N1N=C(C=C1)C=1C=C(C=CC1)C